COC=1C(OC(=CC1N(C)[C@H]1[C@H](CCC1)OC)C(=O)NC=1SC(=NN1)N1N=CC=C1C)=O 3-methoxy-4-(((cis)-2-methoxycyclopentyl)(methyl)amino)-N-(5-(5-methyl-1H-pyrazol-1-yl)-1,3,4-thiadiazol-2-yl)-2-oxo-2H-pyran-6-carboxamide